1-cyclopropyl-3,4-dimethyl-1,6-dihydro-7H-pyrazolo[3,4-d]pyridazin-7-one C1(CC1)N1N=C(C2=C1C(NN=C2C)=O)C